5-{(1-(cyclopropanecarbonyl)-4-hydroxypiperidin-4-yl)methyl}-1-(2-(piperazin-1-yl)biphenyl-4-yl)-1H-pyrazolo[3,4-d]pyrimidin-4(5H)-one C1(CC1)C(=O)N1CCC(CC1)(O)CN1C=NC2=C(C1=O)C=NN2C2=CC(=C(C=C2)C2=CC=CC=C2)N2CCNCC2